COC1=NC=C(C(=N1)OC)C=1C=C(C=2N(N1)C=CN2)[C@@H]2[C@H](C2)C2=CC=CC1=CC=CC=C21 6-(2,4-dimethoxypyrimidin-5-yl)-8-[(1S,2S)-2-(1-naphthyl)cyclopropyl]imidazo[1,2-b]pyridazine